ClC=1C=C(C=CC1OC(C=C)=O)C 3-chloro-4-tolylacrylate